ethyl (6R)-6-[4-[3-(1H-pyrazol-4-yl)-2-pyridyl]piperazin-1-yl]-2-azaspiro[3.4]-octane-2-carboxylate N1N=CC(=C1)C=1C(=NC=CC1)N1CCN(CC1)[C@H]1CC2(CN(C2)C(=O)OCC)CC1